1,5-diamino-3-(β-aminoethyl)pentane NCCC(CCN)CCN